1-(2-methoxyethyl)-1H-indole-2-carboxamide COCCN1C(=CC2=CC=CC=C12)C(=O)N